(4-(3-oxa-8-azabicyclo[3.2.1]octane-8-carbonyl)phenyl)((3S,4S)-4-(7-fluoro-3,4-dihydroisoquinolin-2(1H)-yl)-3-hydroxypiperidin-1-yl)methanone C12COCC(CC1)N2C(=O)C2=CC=C(C=C2)C(=O)N2C[C@@H]([C@H](CC2)N2CC1=CC(=CC=C1CC2)F)O